2-Fluorophenyl-boronic acid FC1=C(C=CC=C1)B(O)O